(4-dodecylbenzenesulfonyloxyimino)-benzyl cyanide C(CCCCCCCCCCC)C1=CC=C(C=C1)S(=O)(=O)ON=C(C1=CC=CC=C1)C#N